12-hydroxy-9-octadecenoic acid zinc salt [Zn+2].OC(CC=CCCCCCCCC(=O)[O-])CCCCCC.OC(CC=CCCCCCCCC(=O)[O-])CCCCCC